tert-butyl (2'S,4R)-2-(difluoromethyl)-2'-methyl-spiro[6,7-dihydrothieno[3,2-c]pyran-4,4'-piperidine]-1'-carboxylate FC(C1=CC2=C(CCO[C@]23C[C@@H](N(CC3)C(=O)OC(C)(C)C)C)S1)F